4'-isopropylidene-bicyclohexanol C(C)(C)=C1CCC(CC1)C1(CCCCC1)O